O1CCN(CC1)C1=CC=C(C=C1)C=1C=C2CCCC(C2=CC1)NC(O[C@@H]1CN2CCC1CC2)=O (S)-quinuclidin-3-yl (6-(4-morpholinophenyl)-1,2,3,4-tetrahydronaphthalen-1-yl)carbamate